CC=1N=C2N(N=C(C=C2C)NC(=O)C2=CC=C(C3=CN(N=C23)C)N2CCN(CC2)C(=O)OC(C)(C)C)C1 tert-butyl 4-[7-({2,8-dimethylimidazo[1,2-b]pyridazin-6-yl}carbamoyl)-2-methylindazol-4-yl]piperazine-1-carboxylate